dichlorodifluoropyrimidine ClC=1C(=NC(=NC1F)Cl)F